3,5,7-Trihydroxy-2-(3,4,5-trihydroxyphenyl)-4H-1-benzopyran-4-one OC1=C(OC2=C(C1=O)C(=CC(=C2)O)O)C2=CC(=C(C(=C2)O)O)O